[2-oxo-2-(2-thienylmethylcarbamoylamino)ethyl] 4-[(4-methyl-2-oxo-chromen-7-yl)oxymethyl]benzoate CC1=CC(OC2=CC(=CC=C12)OCC1=CC=C(C(=O)OCC(NC(NCC=2SC=CC2)=O)=O)C=C1)=O